OC[C@H]1[C@@H](OC(O1)(C)C)CC=O 2-((4S,5S)-5-(hydroxymethyl)-2,2-dimethyl-1,3-dioxolan-4-yl)acetaldehyde